(5-chloro-4-(5,5-dimethyl-5,6-dihydro-4H-pyrrolo[1,2-b]pyrazol-3-yl)pyridin-2-yl)-3-(7-azaspiro[3.5]non-1-yl)urea trifluoroacetate FC(C(=O)O)(F)F.ClC=1C(=CC(=NC1)NC(=O)NC1CCC12CCNCC2)C2=C1N(N=C2)CC(C1)(C)C